N=1N2C(C(=NC1)N)=CC=C2 Pyrrolo[2,1-f][1,2,4]triazin-4-amine